BrC1=C(C=CC=C1)NC(C1=CC=C(C=C1)Br)=S N-(2-Bromophenyl)-4-bromothiobenzamide